CN1N=CC(=C1)C=1C=C2CCCN(C2=CC1)C([C@H](C1=CC=CC=C1)NCCC1=CC=C(C#N)C=C1)=O |r| (S)- and (R)-4-(2-((2-(6-(1-Methyl-1H-pyrazol-4-yl)-3,4-dihydroquinolin-1(2H)-yl)-2-oxo-1-phenyl-ethyl)amino)ethyl)benzonitrile